(3R*,4R*)-4-(5-methoxythiophen-2-yl)-2-oxopyrrolidine-3-carboxylic acid methyl ester COC(=O)[C@H]1C(NC[C@@H]1C=1SC(=CC1)OC)=O |o1:4,8|